6-amino-3-bromo-2-methylbenzoic acid NC1=CC=C(C(=C1C(=O)O)C)Br